ClC=1C=C(C(=C(C1)O)C=1C=2N(C=C(C1C)Cl)C=CN2)O 5-Chloro-2-(6-chloro-7-methylimidazo[1,2-a]pyridin-8-yl)benzene-1,3-diol